O1COC2=C1C=CC(=C2)B(O)O 1,3-benzodioxol-5-ylboronic acid